2-(tert-butoxycarbonylamino)-4-[2-phenoxyethyl-[4-(5,6,7,8-tetrahydro-1,8-naphthyridin-2-yl)butyl]amino]butanoic acid C(C)(C)(C)OC(=O)NC(C(=O)O)CCN(CCCCC1=NC=2NCCCC2C=C1)CCOC1=CC=CC=C1